5-(1-benzofuran-2-yl)-N-[4-[(6,7-dimethoxy-1,5-naphthyridin-4-yl)oxy]-3-fluorophenyl]-1,2,6-trimethyl-4-oxopyridine-3-carboxamide O1C(=CC2=C1C=CC=C2)C=2C(C(=C(N(C2C)C)C)C(=O)NC2=CC(=C(C=C2)OC2=CC=NC1=CC(=C(N=C21)OC)OC)F)=O